COC1=C(C=CC=C1)C1CCN(CC1)[C@H]1CC2(CN(C2)C2=NOC=N2)CC1 (R)-3-(6-(4-(2-methoxyphenyl)piperidin-1-yl)-2-azaspiro[3.4]octan-2-yl)-1,2,4-oxadiazole